1-fluoro-11,11-dimethyl-benzo[b]fluorene FC1=CC=CC=2C=3C=C4C(=CC3C(C12)(C)C)C=CC=C4